[Ru].C(C)(C)C1=C(C(=CC=C1)C(C)C)C1(C(C(=CC=C1)C1=C(C=CC=C1C(C)C)C(C)C)=C1NCCN1)C=C1C(CCC(C1)(Cl)Cl)P(C1CCCCC1)C1CCCCC1 1,3-bis-(2,6-diiso-propylphenyl)-2-(imidazolidinylidene)(phenylmethylene)dichloro(tricyclohexyl-phosphine) ruthenium